FC(SC=1N=NC=CC1)(F)F ((trifluoromethyl)thio)pyridazine